9-((S)-4-acryloyl-2-methylpiperazin-1-yl)-6-(2-isopropyl-4-methylpyridin-3-yl)-4-(5-methyl-1H-indazol-4-yl)-3,6-dihydrofuro[2',3':4,5]pyrido[2,3-d]pyrimidin-7(2H)-one C(C=C)(=O)N1C[C@@H](N(CC1)C=1C=2C(N(C(N1)=O)C=1C(=NC=CC1C)C(C)C)=NC(=C1C2OCC1)C1=C2C=NNC2=CC=C1C)C